(S)-ethyl 2-(1-(tert-butoxycarbonyl)pyrrolidin-2-yl)-4-(4-((4-methylpyridin-2-yl)carbamoyl)phenyl)-1-(2,2,2-trifluoroacetamido)-1H-imidazole-5-carboxylate C(C)(C)(C)OC(=O)N1[C@@H](CCC1)C=1N(C(=C(N1)C1=CC=C(C=C1)C(NC1=NC=CC(=C1)C)=O)C(=O)OCC)NC(C(F)(F)F)=O